N1N=CC=C1C(C)N(C(OC(C)(C)C)=O)CCO tert-butyl (1-(1H-pyrazol-5-yl)ethyl)(2-hydroxyethyl)carbamate